C(CCCCCCCC#CC\C=C\C)O (E)-12-tetradecene-9-yne-1-ol